4-(2,3-dimethyl-4-nitrophenoxy)pyridine-2-amine CC1=C(OC2=CC(=NC=C2)N)C=CC(=C1C)[N+](=O)[O-]